bromoethyl-trimethoxysilane BrCC[Si](OC)(OC)OC